2,2-diethoxyethylcobalt(III) C(C)OC(C[Co+2])OCC